C(C)(CC)OC(\C=C/C(=O)OC(C)CC)=O maleic acid di-sec-butyl ester